O=C1N(C(CC1)=O)OC([C@@H](NC(=O)OC(C)(C)C)C(C)C)=O (t-butoxycarbonyl)-L-valine 2,5-dioxopyrrolidin-1-yl ester